(2Z)-N-(2,6-dibromophenyl)pyrrolidin-2-imine BrC1=C(C(=CC=C1)Br)\N=C\1/NCCC1